BrC1=CCC(C(=C1)F)(O)F 4-bromo-1,6-difluorophenol